[N].N1=C(C=CC=C1)C Picoline nitrogen